amino-1-propanaminium chloride [Cl-].NC(CC)[NH3+]